CN1C(C2N3N(C=4C=C(C=CC4C2C1=O)C)CC(C3=O)(C)C)=O 2,6,6,10-Tetramethyl-3a,6,7,12b-tetrahydro-1H,5H-pyrazolo[1,2-a]pyrrolo[3,4-c]cinnoline-1,3,5(2H)-trione